2-(6-(2,4-dimethoxypyrimidin-5-yl)-3-methylpyridazin-4-yl)octahydrocyclopenta[c]pyrrole COC1=NC=C(C(=N1)OC)C1=CC(=C(N=N1)C)N1CC2C(C1)CCC2